(trans)-2-(6-((2-Hydroxycyclopentyl)amino)pyridazin-3-yl)-3-methyl-5-(trifluoromethyl)phenol O[C@H]1[C@@H](CCC1)NC1=CC=C(N=N1)C1=C(C=C(C=C1C)C(F)(F)F)O